N-(4-bromo-7-chloro-3-formyl-2-naphthyl)-4-methylbenzenesulfonamide BrC1=C(C(=CC2=CC(=CC=C12)Cl)NS(=O)(=O)C1=CC=C(C=C1)C)C=O